OC1=C2C3C(C(OC2=CC(=C1C(=O)N1CCN(CC1)S(=O)(=O)C)CCCCC)(C)C)CCC(=C3)C (1-hydroxy-6,6,9-trimethyl-3-pentyl-6a,7,8,10a-tetrahydro-6H-benzo[c]chromen-2-yl)(4-(methylsulfonyl)piperazin-1-yl)methanone